((S)-2-Methylpiperazin-1-yl)-2-oxo-1,2-dihydropyrido[2,3-d]pyrimidine-6-carbonitrile C[C@@H]1N(CCNC1)N1C(N=CC2=C1N=CC(=C2)C#N)=O